C(CCC)[Sn](C1=NC=CC=C1Cl)(CCCC)CCCC tributyl-(3-chloro-2-pyridyl)stannane